ClC1=CC=C(C(=N1)C(=O)OC(C)(C)C)N[C@H](C)C=1C=C(C=C2C(C(=C(OC12)C1=C(C(=CC=C1)F)F)C)=O)C tert-Butyl 6-chloro-3-[[(1R)-1-[2-(2,3-difluorophenyl)-3,6-dimethyl-4-oxo-chromen-8-yl]ethyl]amino]pyridine-2-carboxylate